N-[(4-chlorophenyl)methyl]-4-[3-(3,5-dimethylpyrazol-1-yl)-6-oxopyridazin-1-yl]piperidine-1-carboxamide ClC1=CC=C(C=C1)CNC(=O)N1CCC(CC1)N1N=C(C=CC1=O)N1N=C(C=C1C)C